COC(=O)C1=CC=C(C=C1)C1N(CCCNC1)C(=O)OC(C)(C)C 1-tert-butyl 2-(4-(methoxycarbonyl)phenyl)-1,4-diazepane-1-carboxylate